C1([C@@H](O)[C@H](O)[C@H](O)CO1)O[C@@H]1[C@H](C(O[C@@H]([C@H]1O)COC1[C@H](O)[C@@H](O)[C@H](O)[C@H](O1)CO)OC(\C=C/C1=CC(OC)=C(O)C=C1)=O)O cis-Ferulic acid [arabinosyl-(1->3)-[glucosyl-(1->6)]-glucosyl]ester